2-(5,6-difluoro-1H-indol-3-yl)-7-methyl-6H,7H-pyrrolo[3,4-b]pyridin-5-one FC=1C=C2C(=CNC2=CC1F)C1=CC=C2C(=N1)C(NC2=O)C